OC(CN1CCC(CC1)CCC)COC 1-(2-hydroxy-3-methoxypropyl)-4-propylpiperidine